3-bromo-spiro[7H-benz[de]anthracene-7,9'-[9H]fluorene] BrC=1C=CC2=C3C1C=CC=C3C3(C1=CC=CC=C1C=1C=CC=CC31)C=3C=CC=CC23